ClC1=C2C(=CNC2=C(C=C1)NS(=O)(=O)C=1C=NN(C1)C1CC(C1)O)C#N N-(4-Chloro-3-cyano-1H-indol-7-yl)-1-(3-hydroxycyclobutyl)pyrazol-4-sulfonamid